C(#N)C=1C(=NN2C1NC(=CC2=O)C2=CC=C(C=C2)C2CCCCC2)C(=O)N(C)C 3-cyano-5-(4-cyclohexylphenyl)-N,N-dimethyl-7-oxo-4,7-dihydropyrazolo[1,5-a]pyrimidine-2-carboxamide